N1(C=CC=2C1=NC=CC2)C2=NC(=NC=C2)NC2=CC(=C(C=C2OC)N(CCN(C(OC(C)(C)C)=O)C)C)N tert-butyl (2-((4-((4-(1H-pyrrolo[2,3-b]pyridin-1-yl)pyrimidin-2-yl)amino)-2-amino-5-methoxyphenyl)(methyl)amino)ethyl)(methyl)carbamate